(E)-3-Bromoprop-1-en-1-yl benzoate C(C1=CC=CC=C1)(=O)O\C=C\CBr